4-(3-Ethynylphenyl)-7-methyl-8-(trifluoromethyl)-4,5-dihydro-1H-benzo[b][1,4]diazepin-2(3H)-one C(#C)C=1C=C(C=CC1)C1NC2=C(NC(C1)=O)C=C(C(=C2)C)C(F)(F)F